5-methyl-6-oxo-1,5-naphthyridine-2,7-dicarbonitrile CN1C=2C=CC(=NC2C=C(C1=O)C#N)C#N